(R,S)-4-((2,6-Dimethylpyridin-4-yl)((2,2,8-trimethyl-4-oxochroman-7-yl)oxy)methyl)benzonitrile CC1=NC(=CC(=C1)[C@@H](C1=CC=C(C#N)C=C1)OC1=CC=C2C(CC(OC2=C1C)(C)C)=O)C